C(C=C)[Nd](CC=C)CC=C trisallyl-neodymium